chloro-6'-((5-ethynylpyrimidin-4-yl)amino)-2'H-spiro[cyclohexane-1,3'-imidazo[1,5-a]pyridine]-1',5'-dione ClN1C2(N3C(=CC=C(C3=O)NC3=NC=NC=C3C#C)C1=O)CCCCC2